[Cl-].S(=O)(=O)([O-])O.[Ca+2] calcium sulfate, chloride salt